(R)-1-acetoxyl-5-hydroxyhexane O(C(=O)C)CCCC[C@@H](C)O